C(C)N1N=CC(=N1)C(=O)O 2-ethyl-2H-1,2,3-triazole-4-carboxylic acid